2-[4-[(2-hydroxy-3-Tridecyloxypropyl)oxy]-2-hydroxyphenyl]-4,6-bis(2,4-dimethylphenyl)-1,3,5-triazine OC(COC1=CC(=C(C=C1)C1=NC(=NC(=N1)C1=C(C=C(C=C1)C)C)C1=C(C=C(C=C1)C)C)O)COCCCCCCCCCCCCC